FC(C1=NN=C(O1)C1=CN=C(S1)CN(S(=O)(=O)CC)C=1C=NN(C1C)C)F N-({5-[5-(difluoromethyl)-1,3,4-oxadiazol-2-yl]-1,3-thiazol-2-yl}methyl)-N-(1,5-dimethyl-1H-pyrazol-4-yl)ethane-1-sulfonamide